(4-(3-(aminomethyl)phenyl)piperidin-1-yl)(3-hydroxy-4-(hydroxymethyl)phenyl)methanone NCC=1C=C(C=CC1)C1CCN(CC1)C(=O)C1=CC(=C(C=C1)CO)O